2-methylene-anisole C=C1C(C=CC=C1)OC